3-(methyl(4-(5-(trifluoromethyl)-1,2,4-oxadiazol-3-yl)benzyl)amino)-4-(((1-methyl-1H-pyrazol-3-yl)methyl)amino)cyclobut-3-ene-1,2-dione CN(C=1C(C(C1NCC1=NN(C=C1)C)=O)=O)CC1=CC=C(C=C1)C1=NOC(=N1)C(F)(F)F